BrCC1=NC=NC=C1C(=O)OC(C)(C)C Tert-butyl 4-(bromomethyl)pyrimidine-5-carboxylate